C(=O)C1=CC(=C(C(=C1)OC)CCC(=O)O)OC 3-(4-formyl-2,6-dimethoxyphenyl)-propionic acid